COC(C1=C(C(=CC(=C1)Cl)O)S(N[C@H](C(=O)OC(C)(C)C)C(C)C1=C(C(=CC=C1F)C)C)(=O)=O)=O.ClCC1=C(C(=CC=C1)CCl)CCl 1,2,3-tris(chloromethyl)benzene methyl-2-(N-((2S)-1-(tert-butoxy)-3-(6-fluoro-2,3-dimethylphenyl)-1-oxobutan-2-yl)sulfamoyl)-5-chloro-3-hydroxybenzoate